2-chloro-4-(4-fluorophenyl)-3-isopropyl-7-methoxy-quinoline ClC1=NC2=CC(=CC=C2C(=C1C(C)C)C1=CC=C(C=C1)F)OC